Di(diphenylphosphoryl)amine potassium salt [K].C1(=CC=CC=C1)P(=O)(C1=CC=CC=C1)NP(=O)(C1=CC=CC=C1)C1=CC=CC=C1